ClC=1C=C2C=3C=C(C=CC3N(C2=CC1Cl)S(=O)(=O)C1=CC=C(C)C=C1)NCCNC(OC(C)(C)C)=O tert-butyl (2-((6,7-dichloro-9-tosyl-9H-carbazol-3-yl)amino)ethyl)carbamate